C1(=CC=CC=C1)S(=O)(=O)N1N=CC2=CC(=CC=C12)N 1-(benzenesulfonyl)-1H-indazol-5-amine